C(C)(=O)N1C(CN(CC1)C1=CC=C(C=C1)C1=NC2=CC(=CC(=C2C(N1)=O)OC)OC)C 2-(4-(4-acetyl-3-methylpiperazin-1-yl)phenyl)-5,7-dimethoxyquinazolin-4(3H)-one